1-acetoxyethyl-2-(4-(4-(4-(benzhydryl) piperidin-1-yl)-butyryl) phenyl)-2-methylpropionate C(C)(=O)OC(C)OC(C(C)(C)C1=CC=C(C=C1)C(CCCN1CCC(CC1)C(C1=CC=CC=C1)C1=CC=CC=C1)=O)=O